FC1=C(C=C(C=C1)F)C1=NN([C@@](S1)(C1=CC=CC=C1)CCCNC(OC(C)(C)C)=O)C(N(C)OCCCO)=O (S)-tert-butyl (3-(5-(2,5-difluorophenyl)-3-((3-hydroxypropoxy)(methyl)carbamoyl)-2-phenyl-2,3-dihydro-1,3,4-thiadiazol-2-yl)propyl)carbamate